cis-N1-(5-(4-methoxyquinazolin-6-yl)pyrrolo[2,1-f][1,2,4]triazin-2-yl)-N4,N4-dimethylcyclohexane-1,4-diamine COC1=NC=NC2=CC=C(C=C12)C=1C=CN2N=C(N=CC21)N[C@@H]2CC[C@@H](CC2)N(C)C